2'-chloro-N-(5-(4-(difluoromethyl)-2-methoxybenzoyl)-5,6-dihydro-4H-pyrrolo[3,4-d]thiazol-2-yl)-5'-methoxy-6-methyl-[4,4'-bipyridine]-3-carboxamide ClC1=NC=C(C(=C1)C1=C(C=NC(=C1)C)C(=O)NC=1SC2=C(N1)CN(C2)C(C2=C(C=C(C=C2)C(F)F)OC)=O)OC